[Si](C)(C)(C(C)(C)C)OCC(C)(C)OCCC(C(=O)OCC1=CC=CC=C1)(C)C1=CC(=CC=C1)CC(=O)OCC benzyl 4-((1-((tert-butyldimethylsilyl)oxy)-2-methylpropan-2-yl)oxy)-2-(3-(2-ethoxy-2-oxoethyl)phenyl)-2-methylbutanoate